2-Propanyl 4-{(3S,5aR,6R,7R,8aS)-6-[(1E,3R)-3-hydroxy-4-phenoxy-1-buten-1-yl]-7-methoxyoctahydro-2H-cyclopenta[b]oxepin-3-yl}butanoate O[C@H](/C=C/[C@H]1[C@@H](C[C@@H]2OC[C@H](CC[C@@H]21)CCCC(=O)OC(C)C)OC)COC2=CC=CC=C2